tert-butyl 2-{2-fluoro-6-[(3R)-3-hydroxypiperidin-1-yl]pyridin-3-yl}-5-hydroxy-1H-indole-1-carboxylate FC1=NC(=CC=C1C=1N(C2=CC=C(C=C2C1)O)C(=O)OC(C)(C)C)N1C[C@@H](CCC1)O